(2R,4S)-N-(4-tert-butylphenyl)-1-cyano-N-[2-(cyclohexylamino)-2-oxo-1-(3-pyridyl)ethyl]-4-methoxypyrrolidine-2-carboxamide C(C)(C)(C)C1=CC=C(C=C1)N(C(=O)[C@@H]1N(C[C@H](C1)OC)C#N)C(C(=O)NC1CCCCC1)C=1C=NC=CC1